ε-Amino-N-Caproic Acid C(CCC(=O)O)CCN